NC=1C2=C(N=CN1)N(C=C2)[C@@H]2O[C@@H]([C@H]([C@H]2O)O)[C@@H]2OC(CC1=CC(=CC=C21)Cl)O (2R,3R,4S,5S)-2-(4-amino-7H-pyrrolo[2,3-d]pyrimidin-7-yl)-5-((1R)-6-chloro-3-hydroxyisochroman-1-yl)tetrahydrofuran-3,4-diol